C1=CN(C(=O)N=C1N)[C@]2([C@@H]([C@@H]([C@H](O2)CO)O)O)CO hydroxymethylcytidine